(E)-N-(3-(dimethylamino)-2-(7H-pyrrolo[2,3-d]pyrimidin-4-yl)allylidene)-N-methyl-ammonium tetrafluoroborate F[B-](F)(F)F.CN(C=C(\C=[NH+]\C)C=1C2=C(N=CN1)NC=C2)C